hexyl 2,2,2-tribromoacetate BrC(C(=O)OCCCCCC)(Br)Br